N-((2-methyl-1H-indol-7-yl)methyl)-4-(5-methyl-2-((1-methyl-1H-pyrazol-5-yl)amino)pyrimidin-4-yl)oxazole-2-carboxamide CC=1NC2=C(C=CC=C2C1)CNC(=O)C=1OC=C(N1)C1=NC(=NC=C1C)NC1=CC=NN1C